1-(non-8-yn-1-yl)-1H-pyrazole-4-carboxylic acid C(CCCCCCC#C)N1N=CC(=C1)C(=O)O